O1C(OCC1)C1=CC(=C(OCC2=C(C=C(C=C2)B2OC(C(O2)(C)C)(C)C)C(F)(F)F)C=C1)OC 2-{4-[4-(1,3-dioxolan-2-yl)-2-methoxyphenoxymethyl]-3-(trifluoromethyl)phenyl}-4,4,5,5-tetramethyl-1,3,2-dioxaborolane